4-((1-ethyl-3-isopropyl-1H-pyrazol-4-yl)methyl)-1-methyl-1H-pyrazol C(C)N1N=C(C(=C1)CC=1C=NN(C1)C)C(C)C